N=C1CC(=CC(C=O)=C1)C=O 5-iminoisophthalaldehyde